CC1(CN(CC1)C1=CC(=NC=2N1N=CC2)C=2C(NC(NC2)=O)=O)C 5-(7-(3,3-dimethylpyrrolidin-1-yl)pyrazolo[1,5-a]pyrimidin-5-yl)pyrimidine-2,4(1H,3H)-dione